OC1=CC=C(C=C1)C(C=CC=1C=C2C=CC(OC2=CC1)=O)=O 6-(3-(4-hydroxyphenyl)-3-oxoprop-1-en-1-yl)-2H-chromen-2-one